N-(4-amino-1H-pyrazolo[4,3-c]pyridin-7-yl)-2-oxo-2-[(2R,5S)-5-methyl-2-(4-pyridyl)-1-piperidyl]acetamide NC1=NC=C(C2=C1C=NN2)NC(C(N2[C@H](CC[C@@H](C2)C)C2=CC=NC=C2)=O)=O